zirconium tetrakis(n-propylacetoacetate) C(CC)CC(CC(=O)[O-])=O.C(CC)CC(CC(=O)[O-])=O.C(CC)CC(CC(=O)[O-])=O.C(CC)CC(CC(=O)[O-])=O.[Zr+4]